COC1=CC=C(C(=N1)N)N 6-methoxypyridine-2,3-diamine